9,10-bis(1,1'-biphenyl-2-yl)-N-[4-(9H-carbazol-9-yl)phenyl]N-phenylanthracene-2-amine C1(=C(C=CC=C1)C=1C2=CC=CC=C2C(=C2C=CC(=CC12)N(C1=CC=CC=C1)C1=CC=C(C=C1)N1C2=CC=CC=C2C=2C=CC=CC12)C1=C(C=CC=C1)C1=CC=CC=C1)C1=CC=CC=C1